1,2-bis(dodecylphosphino)ethaneN C(CCCCCCCCCCC)PC=CPCCCCCCCCCCCC